(R/S)-N,N'-dimethyl-1,2-cyclohexanediamine CN[C@H]1C(CCCC1)NC |r|